COC(=O)C=1SC=C2OCC(N(C21)C[C@@H](C(=O)OC)NC(=O)OC(C)(C)C)=O.NCCC[Si](OCC)(OCC)OCC aminopropyl-triethoxysilane methyl-(S)-4-(2-((tert-butoxycarbonyl)amino)-3-methoxy-3-oxopropyl)-3-oxo-3,4-dihydro-2H-thieno[3,4-b][1,4]oxazine-5-carboxylate